CC1=C(C(NC=2C=C(C=NC12)CN1CCN(CC1)C=1C=CC(=NC1)C(=O)NCC(F)(F)F)=O)C(F)(F)F 5-(4-((8-methyl-6-oxo-7-(trifluoromethyl)-5,6-dihydro-1,5-naphthyridin-3-yl)methyl)piperazin-1-yl)-N-(2,2,2-trifluoroethyl)picolinamide